C(C)(C)[C@@H]1N=C(OC1)C1=NC=C(C=C1)C(F)(F)F (S)-4-isopropyl-2-(5-(trifluoromethyl)pyridin-2-yl)-4,5-dihydrooxazole